5-(2-fluoro-6-hydroxy-3-(3-((isobutylamino)methyl)-1H-pyrazol-5-yl)phenyl)-1,2,5-thiadiazolidin-3-one 1,1-dioxide FC1=C(C(=CC=C1C1=CC(=NN1)CNCC(C)C)O)N1CC(NS1(=O)=O)=O